6-tetrahydropyran-2-yloxy-2-(2,3,4-trifluorophenyl)hexanehydrazide O1C(CCCC1)OCCCCC(C(=O)NN)C1=C(C(=C(C=C1)F)F)F